ClCC(=O)[C@@H]1N(CC(C1)(C)C)C(=O)OC(C)(C)C |r| rac-tert-butyl 2-(2-chloroacetyl)-4,4-dimethylpyrrolidine-1-carboxylate